NC(CCN(NC([C@H](CC1CCCCC1)NC(OCC1=CC=CC=C1)=O)=O)C([C@@H](F)Cl)=O)=O Benzyl ((S)-1-(2-(3-amino-3-oxo-propyl)-2-((S)-2-chloro-2-fluoroacetyl)hydrazinyl)-3-cyclohexyl-1-oxo-propan-2-yl)carbamate